[Br-].C(=C)C(C1=CC=CC=C1)[N+](C)(C)C (Vinylbenzyl)trimethylammonium bromide